1-((S*)-1-(2-((R)-1-Amino-2-((1,1,1-trifluoro-2-methylpropan-2-yl)oxy)ethyl)imidazo[1,2-b]pyridazin-7-yl)-2-methoxyethyl)-5,5-difluorotetrahydropyrimidin-2(1H)-one hydrochloride HCl Cl.Cl.N[C@@H](COC(C(F)(F)F)(C)C)C=1N=C2N(N=CC(=C2)[C@@H](COC)N2C(NCC(C2)(F)F)=O)C1 |o1:21|